C(CCC)C1=CC(=C(C(=C1C(=O)O)O)[C@@H]1C=C(CC[C@H]1C(=C)C)C)O 6-butyl-2,4-dihydroxy-3-[(1R,6R)-3-methyl-6-(prop-1-en-2-yl)cyclohex-2-en-1-yl]benzoic acid